4-(4-(6-amino-4-(trifluoromethyl)pyridin-3-yl)-6-morpholinyl-1,3,5-triazin-2-yl)piperazine NC1=CC(=C(C=N1)C1=NC(=NC(=N1)N1CCOCC1)N1CCNCC1)C(F)(F)F